(18Z,21Z)-N,N-dimethylheptacosa-18,21-dien-8-amine CN(C(CCCCCCC)CCCCCCCCC\C=C/C\C=C/CCCCC)C